chloro-N2-(7-chloro-1-hydroxy-3H-2,1-benzoxaborole-5-yl)-N4-cyclopentyl-pyrimidine-2,4-diamine ClC=1C(=NC(=NC1)NC=1C=C(C2=C(COB2O)C1)Cl)NC1CCCC1